6-(1-(6-(6-methylpyridin-3-yl)-1H-imidazo[4,5-b]pyrazin-1-yl)ethyl)quinoline CC1=CC=C(C=N1)C1=CN=C2C(=N1)N(C=N2)C(C)C=2C=C1C=CC=NC1=CC2